NC=1C(=NC(=CN1)Br)C(=O)NC1=CC=C(C=C1)S(=O)(=O)CP(OCC)(OCC)=O diethyl (4-(3-amino-6-bromopyrazine-2-carboxamido)phenylsulfonyl)methylphosphonate